C(C1=CC=CC=C1)OC(C)C1=CC(=CC2=C1S(N(CO2)[C@H](C(=O)O)C(C)C2=C(C(=CC=C2F)C)C)(=O)=O)Cl (2S)-2-(8-(1-(benzyloxy)ethyl)-6-chloro-1,1-dioxidobenzo[e][1,4,3]oxathiazin-2(3H)-yl)-3-(6-fluoro-2,3-dimethylphenyl)butanoic acid